O=C1NC(CCC1N1C(C2=CC=C(C=C2C1)N1CCC2(CN(C2)CC=2C=C(C=CC2)S(=O)(=O)N2CCC(CC2)NC(OC(C)(C)C)=O)CC1)=O)=O tert-Butyl (1-((3-((7-(2-(2,6-dioxopiperidin-3-yl)-1-oxoisoindolin-5-yl)-2,7-diazaspiro-[3.5]nonan-2-yl)methyl)phenyl)sulfonyl)piperidin-4-yl)carbamate